1-ethynyl-4-[2-(4-ethynylphenyl)ethyl]Benzene C(#C)C1=CC=C(C=C1)CCC1=CC=C(C=C1)C#C